tert-Butyl 8'-bromo-9'-chloro-7'-fluoro-4'-oxo-3',4'-dihydrospiro[piperidine-4,2'-pyrano[3,2-c]quinoline]-1-carboxylate BrC=1C(=CC=2C3=C(C=NC2C1F)C(CC1(O3)CCN(CC1)C(=O)OC(C)(C)C)=O)Cl